(2S,3S,4R,5R)-5-(6-(3-methylbenzylamino)-2-(5-methylpyridin-3-yl)-9H-purin-9-yl)-3,4-dihydroxyl-N-(methyl-d3)-tetrahydrofuran-2-formamide CC=1C=C(CNC2=C3N=CN(C3=NC(=N2)C=2C=NC=C(C2)C)[C@H]2[C@@H]([C@@H]([C@H](O2)C(=O)NC([2H])([2H])[2H])O)O)C=CC1